C(C)OC(=C)C1=C2C(C(=NN(C2=CC=C1)C1=CC=C(C=C1)OC(F)(F)F)C(=O)OC)=O methyl 5-(1-ethoxyvinyl)-4-oxo-1-[4-(trifluoromethoxy)phenyl]cinnoline-3-carboxylate